C1(CC1)C=1C=CC(=C(C1)NC(=O)N1C[C@](CC1)(C1=NC=NS1)C1=CC(=C(C=C1)C)F)CC(=O)N1CC(C1)O |o1:14| (R or S)-N-(5-cyclopropyl-2-(2-(3-hydroxyazetidin-1-yl)-2-oxoethyl)phenyl)-3-(3-fluoro-4-methylphenyl)-3-(1,2,4-thiadiazol-5-yl)pyrrolidine-1-carboxamide